2-[4-(2-chlorophenoxy)-3-nitrophenyl]-7-hydroxythiazolo[5,4-d]pyrimidine ClC1=C(OC2=C(C=C(C=C2)C=2SC=3N=CN=C(C3N2)O)[N+](=O)[O-])C=CC=C1